2-[[2-(4-tert-butyl-6-methoxy-pyrimidin-5-yl)pyrrolo[3,2-d]pyrimidin-5-yl]methoxy]ethyl-trimethyl-silane C(C)(C)(C)C1=NC=NC(=C1C=1N=CC2=C(N1)C=CN2COCC[Si](C)(C)C)OC